2-(2'-hydroxy-5'-methacryloxypropyl-3'-tert-butyl-phenyl)-5-methoxy-2H-benzotriazole OC1=C(C=C(C=C1C(C)(C)C)CCCOC(C(=C)C)=O)N1N=C2C(=N1)C=CC(=C2)OC